N-(5-Chloro-6-(2H-1,2,3-triazol-2-yl)pyridin-3-yl)-1-(7-(difluoromethyl)thieno-[2,3-c]pyridin-4-yl)-5-(trifluoromethyl)-1H-pyrazol-4-carboxamid ClC=1C=C(C=NC1N1N=CC=N1)NC(=O)C=1C=NN(C1C(F)(F)F)C1=C2C(=C(N=C1)C(F)F)SC=C2